2-[(6-chloro-2-fluoro-3-pyridyl)oxy]acetonitrile ClC1=CC=C(C(=N1)F)OCC#N